C(C)(C)(C)OC(=O)N1CC(CC1)C1CN(CCC1)C1CC(C1)(C(=O)O)C 3-(3-(1-(tert-butoxycarbonyl)pyrrolidin-3-yl)piperidin-1-yl)-1-methylcyclobutane-1-carboxylic acid